ONC(=N)C=1C=C(SC1)NC(OC(C)(C)C)=O tert-butyl (4-(N-hydroxycarbamimidoyl)thiophen-2-yl)carbamate